5-((4-ethyl-6,6-dimethylmorpholin-3-yl)methoxy)-1-oxoisoindole C(C)N1C(COC(C1)(C)C)COC=1C=C2C=NC(C2=CC1)=O